O1C(=NC=C1)CN1C=NC2=C1C=C(C=C2)C(=O)O 1-(((S)-oxazol-2-yl)methyl)-1H-benzo[d]imidazole-6-carboxylic acid